N1=C(C=CC=C1)C1(CC1)NC(=O)[C@@H]1CN(CC[C@H]1NC(=O)C1=NOC(=C1)C1=C(C=C(C=C1)F)F)C1CCCCC1 |o1:12,17| (3R*,4R*)-1-Cyclohexyl-4-{[5-(2,4-difluoro-phenyl)-isoxazole-3-carbonyl]-amino}-piperidine-3-carboxylic acid (1-pyridin-2-yl-cyclopropyl)-amide